BrCC1=NC=C(C=C1C(=O)OCC)C(F)(F)F ethyl 2-(bromomethyl)-5-(trifluoromethyl)pyridine-3-carboxylate